[3-[2-(4-bromophenyl)ethoxy]propyl]piperazine-1-carboxylic acid tert-butyl ester C(C)(C)(C)OC(=O)N1C(CNCC1)CCCOCCC1=CC=C(C=C1)Br